CN1N=NN=C1N1C(=NC2=C1C=CC=C2)COC2=NC=CC=C2 (1-methyl-1H-tetrazol-5-yl)-2-((pyridin-2-yloxy)methyl)-1H-benzo[d]imidazole